Methyl 3-(2,3-difluoro-4-morpholino-anilino)-5-(methylamino)-6-(3-methylimidazo[4,5-c]pyridin-7-yl)pyrazine-2-carboxylate FC1=C(NC=2C(=NC(=C(N2)NC)C=2C3=C(C=NC2)N(C=N3)C)C(=O)OC)C=CC(=C1F)N1CCOCC1